FC(C=1C=C(C=CC1)C=1C(=CC=CC1N1CC(C1)OC1=CC=C(C=C1)CO)C(=O)OC)(F)F Methyl 3'-(trifluoromethyl)-6-(3-(4-(hydroxymethyl)phenoxy)azetidin-1-yl)-[1,1'-biphenyl]-2-formate